C(#N)C=1C=C(C=CC1)C(C(=O)N[C@H](C(=O)NC1=C(C=C(C=C1)[C@@H]([C@H](C(=O)N1CCS(CC1)(=O)=O)NC(CC)=O)C)F)C1CCCCCC1)(F)F N-[(2R,3S)-3-{4-[(2S)-2-[2-(3-cyanophenyl)-2,2-difluoroacetamido]-2-cycloheptyl-acetamido]-3-fluorophenyl}-1-(1,1-dioxo-1λ6-thiomorpholin-4-yl)-1-oxobutan-2-yl]propanamide